2-(tetradecylthio)ethyl acrylate C(C=C)(=O)OCCSCCCCCCCCCCCCCC